(1S)-2-Benzyl 1-methyl 5-oxo-1,5,6,6a-tetrahydrocyclopenta[c]pyrrole-1,2(3H)-dicarboxylate O=C1C=C2C([C@H](N(C2)C(=O)OCC2=CC=CC=C2)C(=O)OC)C1